Cl.C(C)(C)N1C(=NC(=C1)C(F)(F)F)C1=CC=C(C=N1)CN (6-(1-isopropyl-4-(trifluoromethyl)-1H-imidazol-2-yl)pyridin-3-yl)methanamine hydrochloride